N-(4-{6-azaspiro[2.5]octan-6-yl}-5-{4-[2-(4,4-difluoropiperidin-1-yl)-6-methylpyrimidin-4-yl]-1H-1,2,3-triazol-1-yl}pyridin-2-yl)-2-hydroxyethane-1-sulfonamide C1CC12CCN(CC2)C2=CC(=NC=C2N2N=NC(=C2)C2=NC(=NC(=C2)C)N2CCC(CC2)(F)F)NS(=O)(=O)CCO